2,4,6-tris(tetra-aminophenyl)-1,3,5-triazine NC=1C(=C(C(=C(C1)C1=NC(=NC(=N1)C1=C(C(=C(C(=C1)N)N)N)N)C1=C(C(=C(C(=C1)N)N)N)N)N)N)N